methyl (4aS)-7-chloro-2,5-dihydro-2-[[(methoxycarbonyl)[4-[(trifluoromethyl)thio]phenyl]amino]carbonyl]indeno[1,2-e][1,3,4]oxadiazine-4a(3H)-carboxylate ClC=1C=C2C[C@]3(C(=NN(CO3)C(=O)N(C3=CC=C(C=C3)SC(F)(F)F)C(=O)OC)C2=CC1)C(=O)OC